C1=CC(=C(C=C1OC2=C(C=C(C=C2I)C[C@@H](C(=O)O)N)I)I)O Triiodo-L-thyronine